1-(6-chloro-3-methyl-2H-indazol-2-yl)ethan-1-one ClC=1C=CC2=C(N(N=C2C1)C(C)=O)C